C(C=C)(=O)N1C[C@@H](N(CC1)C1=NC(N2C3=C(C(=C(C=C13)Cl)C1=C(C=C(C(=C1)F)F)F)SC[C@@H]2CN2CCN(CC2)CC)=O)C (3S)-7-((S)-4-acryloyl-2-methylpiperazin-1-yl)-9-chloro-3-((4-ethylpiperazin-1-yl)methyl)-10-(2,4,5-trifluorophenyl)-2H-[1,4]thiazino[2,3,4-ij]quinazolin-5(3H)-one